benzo[d]Thiazole-6-amine S1C=NC2=C1C=C(C=C2)N